4-bromo-2-[(E)-1-methyl-2-(4,4,5,5-tetramethyl-1,3,2-dioxaborolan-2-yl)vinyl]phenol BrC1=CC(=C(C=C1)O)\C(=C\B1OC(C(O1)(C)C)(C)C)\C